(E)-2,4-difluoro-N-(2-methoxy-5-(4-(4-(3-(oxazol-2-yl)acryloyl)piperazin-1-yl)quinazolin-6-yl)pyridin-3-yl)benzenesulfonamide FC1=C(C=CC(=C1)F)S(=O)(=O)NC=1C(=NC=C(C1)C=1C=C2C(=NC=NC2=CC1)N1CCN(CC1)C(\C=C\C=1OC=CN1)=O)OC